1-(4-benzimidazol-1-yl-phenyl)-3-[5-tert-butyl-2-(4-methoxyl-phenyl)-2H-pyrazol-3-yl]-urea N1(C=NC2=C1C=CC=C2)C2=CC=C(C=C2)NC(=O)NC=2N(N=C(C2)C(C)(C)C)C2=CC=C(C=C2)OC